CC1=CN=C(S1)NC1=CC(=CC(=N1)N1CCC(CC1)C(C(=O)N)=C)CN1CCOCC1 (1-(6-((5-methylthiazol-2-yl)amino)-4-(morpholinomethyl)pyridin-2-yl)piperidin-4-yl)acrylamide